N-([1,1'-biphenyl]-4-ylmethyl)-2-chloro-9-(3-fluorophenyl)-9H-purin-6-amine C1(=CC=C(C=C1)CNC1=C2N=CN(C2=NC(=N1)Cl)C1=CC(=CC=C1)F)C1=CC=CC=C1